2-[2-[2-(2-azidoethoxy)ethoxy]ethoxy]-N-[4-(5-methylsulfanyl-1,3,4-oxadiazole-2-yl)phenyl]acetamide N(=[N+]=[N-])CCOCCOCCOCC(=O)NC1=CC=C(C=C1)C=1OC(=NN1)SC